(R)-3-((S)-3-(3-allylphenyl)-1-(tert-butoxy)-1-oxopropane-2-yl)pyrrolidine-1-carboxylic acid tert-butyl ester C(C)(C)(C)OC(=O)N1C[C@H](CC1)[C@@H](C(=O)OC(C)(C)C)CC1=CC(=CC=C1)CC=C